(o-carboxyphenyl)-6-hydroxy-2,4,5,7-tetraiodo-3H-xanthen-3-one, disodium salt [Na+].[Na+].C(=O)([O-])C1=C(C=CC=C1)C1=C(C(C(=C2OC3=C(C(=C(C=C3C=C12)I)O)I)I)=O)I.C(=O)([O-])C1=C(C=CC=C1)C1=C(C(C(=C2OC3=C(C(=C(C=C3C=C12)I)O)I)I)=O)I